3-(5-((3-(5-((1r,3r)-3-((3-methyl-5-(5H-pyrido[4,3-b]indol-7-yl)pyridin-2-yl)oxy)cyclobutoxy)pyridin-2-yl)prop-2-yn-1-yl)oxy)-1-oxoisoindolin-2-yl)piperidine-2,6-dione CC=1C(=NC=C(C1)C=1C=CC=2C3=C(NC2C1)C=CN=C3)OC3CC(C3)OC=3C=CC(=NC3)C#CCOC=3C=C1CN(C(C1=CC3)=O)C3C(NC(CC3)=O)=O